C(C)(=O)C1=CC=C(OC2=CC=C(C=C2)NC(=O)NC2=C(C=CC(=C2)C(F)(F)F)F)C=C1 1-(4-(4-Acetylphenoxy)phenyl)-3-(2-fluoro-5-(trifluoromethyl)phenyl)urea